racemic-benzyl ((1R,2R,3R,4S)-3-isopropylbicyclo[2.2.1]heptan-2-yl)carbamate C(C)(C)[C@H]1[C@@H]([C@@H]2CC[C@H]1C2)NC(OCC2=CC=CC=C2)=O |r|